FC1=C(C(=O)NC=2C=C(C=CC2)[S@](=O)(C)=NC(CN(C(OC(C)(C)C)=O)C)=O)C(=CC=C1C(F)(F)F)OC=1C(=NC(=CC1)F)C tert-butyl (R)-(2-(((3-(2-fluoro-6-((6-fluoro-2-methylpyridin-3-yl)oxy)-3-(trifluoromethyl)benzamido)phenyl)(methyl)(oxo)-λ6-sulfaneylidene)amino)-2-oxoethyl)(methyl)carbamate